C1=CC=CC=2C3=CC=CC=C3C(=CC12)C1=CC=C(C=C1)B(O)O 4-(phenanthren-9-yl)phenylboronic acid